6-(4-amino-3-fluorophenoxy)-5-fluoro-N,N-di-tert-butoxycarbonylpyrimidin-4-amine NC1=C(C=C(OC2=C(C(=NC=N2)N(C(=O)OC(C)(C)C)C(=O)OC(C)(C)C)F)C=C1)F